methyl 1-(4-methoxybenzoyl)-3-(methylsulfanyl)pyrrolidine-3-carboxylate COC1=CC=C(C(=O)N2CC(CC2)(C(=O)OC)SC)C=C1